(2S)-4-(2'-chloro-5',8'-dihydro-6'H-spiro[chromane-4,7'-quinazoline]-4'-yl)-2-(cyanomethyl)piperazine-1-carboxylic acid tert-butyl ester C(C)(C)(C)OC(=O)N1[C@H](CN(CC1)C1=NC(=NC=2CC3(CCC12)CCOC1=CC=CC=C13)Cl)CC#N